C(CC)OCOCCCC(CC(CC(CC(CC(CC(C)O)C)C)C)C)C 14-hydroxy-4,6,8,10,12-pentamethylpentadecyl propyloxymethyl ether